7-amino-1-(4-bromophenyl)-3-cyclopentyl-1,5-dihydro-4H-pyrazolo[3,4-d]pyridazin-4-one NC1=NNC(C2=C1N(N=C2C2CCCC2)C2=CC=C(C=C2)Br)=O